dithiyl ketone SC(=O)S